N-(2,2-dimethylpiperidin-4-yl)-2,2-dimethyl-3-((3-(trifluoromethyl)pyridin-2-yl)oxy)propanamide CC1(NCCC(C1)NC(C(COC1=NC=CC=C1C(F)(F)F)(C)C)=O)C